C(\C=C/C(=O)[O-])(=O)[O-].C(CCCCCCCCCCC)(=O)[O-].C(CCCCCCCCCCC)(=O)[O-].C(CCCCCCC)[Sn+4]CCCCCCCC dioctyl-tin dilaurate maleate